(S)-5-amino-2-methyl-3,4-dihydroquinoline-1(2H)-carboxylic acid methyl ester COC(=O)N1[C@H](CCC2=C(C=CC=C12)N)C